FC=1C=C2C(=NC1)N(C=C2/C=C/C(=O)N[C@@H]2[C@H](C1CCC2CC1)C(=O)OCC)S(=O)(=O)C1=CC=C(C)C=C1 ethyl (1R,2S,3S,4R)-3-((E)-3-(5-fluoro-1-tosyl-1H-pyrrolo[2,3-b]pyridin-3-yl)acrylamido)bicyclo[2.2.2]octane-2-carboxylate